C(C)(C)(C)OC(=O)N[C@H](C(=O)O)CP(=O)(OCC)OCC (R)-2-((TERT-BUTOXYCARBONYL)AMINO)-3-(DIETHOXYPHOSPHORYL)PROPANOIC ACID